2-bromocyclohex-1-ene-1-carbaldehyde BrC1=C(CCCC1)C=O